2-(3,4-dimethylbenzyloxy)acetyl chloride CC=1C=C(COCC(=O)Cl)C=CC1C